2-Phenoxy-N-[2-(pyridin-3-yl)-1,3-benzoxazol-5-yl]acetamide O(C1=CC=CC=C1)CC(=O)NC=1C=CC2=C(N=C(O2)C=2C=NC=CC2)C1